(3R,4R)-4-(2-chlorophenyl)-1-(2,2-difluoro-2-phenyl-ethyl)pyrrolidine-3-carboxylic acid ClC1=C(C=CC=C1)[C@H]1[C@H](CN(C1)CC(C1=CC=CC=C1)(F)F)C(=O)O